(trimethylsilyl)methyl-Tetrabutylammonium fluoride [F-].C[Si](C)(C)CC(CCC)[N+](CCCC)(CCCC)CCCC